((7s,10r)-7-isopropyl-10-methyl-2,4-dioxaspiro[5.5]undecan-3-yl)-2-methoxyphenol C(C)(C)[C@H]1C2(COC(OC2)C=2C(=C(C=CC2)O)OC)C[C@@H](CC1)C